CC1=NOC2=C1CCC2(O[Si](C)(C)C)C=2C=C(C=CC2)B(O)O (3-(3-methyl-6-((trimethylsilyl)oxy)-5,6-dihydro-4H-cyclopenta[d]isoxazol-6-yl)phenyl)boronic acid